naphtho[2,3-d]furan O1C=CC2=C1C=C1C=CC=CC1=C2